C(C=C)N(C(OCC=C)=O)CC(C=1N=C(SC1)C(NCCO)=O)N Allyl allyl(2-amino-2-(2-((2-hydroxyethyl)carbamoyl)thiazol-4-yl)ethyl)carbamate